diethylene glycol di-sulfate disodium salt [Na+].[Na+].S(=O)(=O)([O-])OCCOCCOS(=O)(=O)[O-]